3-chloro-5-[(difluoromethyl)(imino)oxo-lambda6-sulfanyl]benzoic acid ClC=1C=C(C(=O)O)C=C(C1)S(=O)(=N)C(F)F